CC1=NOC2=NC=NC(=C21)N2CC(CC2)C2=CC=CC=C2 3-methyl-4-(3-phenylpyrrolidin-1-yl)-[1,2]oxazolo[5,4-d]pyrimidine